FC=1C=C2CN(CC2=CC1)C(=O)NC1=CNC2=CC=CC=C12 5-fluoro-N-(1H-indol-3-yl)isoindoline-2-carboxamide